3-[3-methyl-2-oxo-5-[1-[[(3R)-pyrrolidin-3-yl]methyl]-4-piperidyl]benzimidazol-1-yl]piperidine-2,6-dione CN1C(N(C2=C1C=C(C=C2)C2CCN(CC2)C[C@H]2CNCC2)C2C(NC(CC2)=O)=O)=O